FC=1C=C(C=C(C1)C=1N=CSC1)CCC(=O)O 3-(3-fluoro-5-thiazol-4-yl-phenyl)propanoic acid